O.NC(=O)N urea-hydrate